NCC=1C=C(C=CC1)C=1C=C(C2=C(C(=CO2)COC2=C(C=CC=C2)CC(=O)OCC)C1)NC1CCCC1 ethyl 2-(2-((5-(3-(aminomethyl)phenyl)-7-(cyclopentylamino)benzofuran-3-yl)methoxy)phenyl)acetate